3-chloro-2-(2-fluoropyridin-4-yl)-5H,6H,7H-pyrazolo[1,5-a]pyrazin-4-one ClC=1C(=NN2C1C(NCC2)=O)C2=CC(=NC=C2)F